N-[4-fluoro-5-(2-morpholin-4-ylpyrimidin-5-yl)-2-[(3R,5S)-3,4,5-trimethylpiperazin-1-yl]phenyl]-3-(trifluoromethyl)-1H-pyrazole-4-carboxamide FC1=CC(=C(C=C1C=1C=NC(=NC1)N1CCOCC1)NC(=O)C=1C(=NNC1)C(F)(F)F)N1C[C@H](N([C@H](C1)C)C)C